FC1=C(C(=O)N(C2=CC(=CC=C2)N(CC=2N=CN(C2)COCC[Si](C)(C)C)C)CC(C)C)C=CC(=C1)F 2,4-difluoro-N-isobutyl-N-[3-[methyl-[[1-(2-trimethylsilylethoxymethyl)imidazol-4-yl]methyl]amino]phenyl]benzamide